(S)-1-(4-(benzylthio)phenylamino)-1-oxo-3-phenylprop-2-ylcarbamic acid tetrahydro-2H-pyran-4-yl ester O1CCC(CC1)OC(N[C@H](C(=O)NC1=CC=C(C=C1)SCC1=CC=CC=C1)CC1=CC=CC=C1)=O